CS(=O)(=O)CC[C@H](C(=O)N)NC1=NC=2C=CC=CC2C=2N1N=C(N2)C2=CC(=CC=C2)OC (2R)-4-(methanesulfonyl)-2-{[2-(3-methoxyphenyl)[1,2,4]triazolo[1,5-c]quinazolin-5-yl]amino}butanamid